CN1C(N(CC=2C1=NC(=NC2)NC2=CC=C(C=C2)N2CCN(CC2)C)[C@H]2CCN(C1=C(C=CC=C21)C)C(C=C)=O)=O 1-methyl-7-[4-(4-methylpiperazin-1-yl)anilino]-3-[(4S)-8-methyl-1-prop-2-enoyl-3,4-dihydro-2H-quinolin-4-yl]-4H-pyrimido[4,5-d]pyrimidin-2-one